CS(=O)(=O)[O-].C(CCCCCCCC)[NH+]1C(CCCC1)C 1-Nonyl-2-Methylpiperidinium methansulfonat